C[C@H]1CC[C@H](CN1C(CC1=CC=C(C=C1)C1=CN=NC=C1)=O)C(=O)O (3R,6S)-6-methyl-1-(2-(4-(pyridazin-4-yl)phenyl)acetyl)piperidine-3-carboxylic acid